NC[C@@H](C(=O)NCCCCCC)NC(=O)NCCCCC (S)-3-amino-N-hexyl-2-(3-pentylureido)propanamide